C(CCCCC(=O)OCCCCCCCC(C)C)(=O)OCCCCCCCC(C)C di(isodecyl) adipate